1-(6-(6-methylpyridin-3-yl)quinolin-2-yl)piperidine-4-carboxylic acid hydrochloride Cl.CC1=CC=C(C=N1)C=1C=C2C=CC(=NC2=CC1)N1CCC(CC1)C(=O)O